Tert-Butyl (S)-3-(7-(tert-butoxycarbonyl)(3-fluorophenyl)amino-3-chloropyrazolo[1,5-a]pyrimidin-5-yl)aminopiperidine-1-carboxylate C(C)(C)(C)OC(=O)C1=CC(=NC=2N1N=C(C2Cl)NC2=CC(=CC=C2)F)N[C@@H]2CN(CCC2)C(=O)OC(C)(C)C